C(C)(C)(C)N1C=C(C2=CC(=CC=C12)OC(=O)OC(C)(C)C)CBr tert-butyl-3-(bromomethyl)-5-{[(tert-butoxy)carbonyl]oxy}-1H-indole